C(CC)(=O)OC1=C(C=C(C(=C1)C)O)C(C)(C)C (tert-butyl-4-hydroxy-5-methylphenyl) propionate